BrC1=C(C=O)C(=CC=C1)F 2-bromo-6-fluoro-benzaldehyde